(S)-5-((((2'-chloro-3'-(2,3-dichloropyridin-4-yl)-3-fluoro-5-methoxy-[1,1'-biphenyl]-4-yl)methyl)amino)methyl)pyrrolidin-2-one ClC1=C(C=CC=C1C1=C(C(=NC=C1)Cl)Cl)C1=CC(=C(C(=C1)OC)CNC[C@@H]1CCC(N1)=O)F